C(C)OC=1C=C(C=NC1)C(=O)NC1=C(C=CC(=C1)C(N[C@@H]1[C@H](CCCC1)O)=O)C 5-Ethoxy-N-(5-{[(1S,2S)-2-hydroxycyclohexyl]carbamoyl}-2-methylphenyl)pyridine-3-carboxamide